O1C[C@@H](CC1)OC1=C(C=CC=C1)C1CCN(CC1)[C@H]1CC2(CN(C2)C=2OC=NN2)CC1 2-((R)-6-(4-(2-(((R)-tetrahydrofuran-3-yl)oxy)phenyl)piperidin-1-yl)-2-azaspiro[3.4]octan-2-yl)-1,3,4-oxadiazole